ClC=1N=C(C2=C(N1)N(C=C2I)[C@@H]2C[C@@H]([C@@H]1[C@H]2OC(O1)(C)C)CNC([O-])=O)Cl (((3aR,4R,6R,6aS)-6-(2,4-dichloro-5-iodo-7H-pyrrolo[2,3-d]pyrimidin-7-yl)-2,2-dimethyltetrahydro-4H-cyclopenta[d][1,3]dioxol-4-yl)methyl)carbamate